NC\C=C(\CN1C=NC2=C1C=C(C=C2C=2C=C(C=CC2OC)S(=O)(=O)NC)C#N)/F (Z)-3-(1-(4-amino-2-fluorobut-2-en-1-yl)-6-cyano-1H-benzo[d]imidazol-4-yl)-4-methoxy-N-methylbenzenesulfonamide